71-azido-3,6,9,12,15,18,21,24,27,30,33,36,39,42,45,48,51,54,57,60,63,66,69-tricosaoxahenheptacontyl 4-methylbenzene-sulfonate CC1=CC=C(C=C1)S(=O)(=O)OCCOCCOCCOCCOCCOCCOCCOCCOCCOCCOCCOCCOCCOCCOCCOCCOCCOCCOCCOCCOCCOCCOCCOCCN=[N+]=[N-]